1,3-cyclohexanedi-one C1(CC(CCC1)=O)=O